6-bromo-4-chloro-5-iodo-N,N-bis[(4-methoxyphenyl)methyl]pyridin-2-amine BrC1=C(C(=CC(=N1)N(CC1=CC=C(C=C1)OC)CC1=CC=C(C=C1)OC)Cl)I